N1(CCNCC1)C1=C(C=O)C(=CC=C1)S(=O)(=O)C=1C=C(C)C=CC1 2-(piperazin-1-yl)-6-(m-toluenesulfonyl)benzaldehyde